[Si](C1=CC=CC=C1)(C1=CC=CC=C1)(C(C)(C)C)OCC1C(CCC(N1)C1=CC=CC(=N1)N(C1CC2(CC2)C1)C)C(C)C 6-[6-[[tert-butyl(diphenyl)silyl]oxymethyl]-5-isopropyl-2-piperidyl]-N-methyl-N-spiro[2.3]hexan-5-yl-pyridin-2-amine